FC1=C(C=CC(=C1)F)N1CN(C(C2=CC=C(C=C12)C(F)(F)F)=O)C=1C(=NC(=CC1)OC)C 1-(2,4-difluorophenyl)-3-(6-methoxy-2-methylpyridin-3-yl)-7-(trifluoromethyl)-2,3-dihydroquinazolin-4(1H)-one